C1(CCC1)C1(CC1)NC(=O)NCC1=CC(=NC=C1)OC(F)F 1-(1-cyclobutyl-cyclopropyl)-3-[[2-(difluoro-methoxy)pyridin-4-yl]methyl]urea